C(C)(C)(C)OC(=O)N1C[C@@H](CCC1)NC=1N=NC(=C(C1)C1CC1)C1=C(C=C(C=C1)C=O)OCOCC (R)-3-((5-cyclopropyl-6-(2-(ethoxymethoxy)-4-formylphenyl)pyridazin-3-yl)amino)piperidine-1-carboxylic acid tert-butyl ester